2-((1r,4r)-4-hydroxycyclohexylamino)-4-(methylsulfinyl)pyrimidine-5-carbonitrile OC1CCC(CC1)NC1=NC=C(C(=N1)S(=O)C)C#N